CC1(OB(OC1(C)C)C=1C=C(C=CC1)C1=CC=2NC3=CC=CC=C3C2C=C1)C 2-[3-(4,4,5,5-tetramethyl-1,3,2-dioxaborolan-2-yl)phenyl]-9H-carbazole